C1=CC=CC=2C3=CC=CC=C3C(C12)COC(=O)N[C@H]([C@@H](C)CC)C(=O)OC[C@H]1O[C@H]([C@@H]2OC(O[C@@H]21)(C)C)N2N=CC(NC2=O)=O ((3Ar,4R,6R,6Ar)-6-(3,5-Dioxo-4,5-Dihydro-1,2,4-Triazin-2(3H)-yl)-2,2-Dimethyltetrahydrofuro[3,4-D][1,3]Dioxol-4-yl)Methyl (((9H-Fluoren-9-yl)Methoxy)Carbonyl)-D-Alloisoleucinate